CC/C=C\\C/C=C\\C/C=C\\CC(/C=C/C=C\\CCCC(=O)O)O The molecule is a HEPE that is (5Z,7E,11Z,14Z,17Z)-icosapentaenoic acid carrying a hydroxy substituent at position 9. It has a role as a marine metabolite. It is a conjugate acid of a 9-HEPE(1-).